2-(1-Isopropyl-4-methyl-1H-pyrazol-5-yl)-4-(methylthio)-7,8-dihydroquinazolin-5(6H)-one C(C)(C)N1N=CC(=C1C1=NC=2CCCC(C2C(=N1)SC)=O)C